(R)-5-(4-((7-(difluoromethyl)-8-methyl-6-oxo-5,6-dihydro-1,5-naphthyridin-3-yl)methyl)-2-methylpiperazin-1-yl)-N-methylpicolinamide FC(C=1C(NC=2C=C(C=NC2C1C)CN1C[C@H](N(CC1)C=1C=CC(=NC1)C(=O)NC)C)=O)F